[F-].[Ba+2].[Ca+2].ClC1=C(C=CC=C1)CC(=O)NC1=C(C=C(C(=C1)S(N)(=O)=O)C=1C=NN(C1)C(F)F)F.[F-].[F-].[F-] 2-(2-chlorophenyl)-N-{4-[1-(difluoromethyl)-1H-pyrazol-4-yl]-2-fluoro-5-sulfamoylphenyl}acetamide Calcium Barium Fluoride